(S)-2-(1-propenoyl-4-(2-((1-aminocyclopropyl)methoxy)-7-(8-methylnaphthalen-1-yl)-5,6,7,8-tetrahydropyrido[3,4-d]pyrimidin-4-yl)piperazin-2-yl)acetonitrile C(C=C)(=O)N1[C@H](CN(CC1)C=1C2=C(N=C(N1)OCC1(CC1)N)CN(CC2)C2=CC=CC1=CC=CC(=C21)C)CC#N